9,9'-(5-(2,6-diphenylpyrimidin-4-yl)-1,3-phenylene)bis(3-(9,9'-spirobi[fluoren]-4-yl)-9H-carbazole) C1(=CC=CC=C1)C1=NC(=CC(=N1)C=1C=C(C=C(C1)N1C2=CC=CC=C2C=2C=C(C=CC12)C1=CC=CC=2C3(C4=CC=CC=C4C12)C1=CC=CC=C1C=1C=CC=CC13)N1C3=CC=CC=C3C=3C=C(C=CC13)C1=CC=CC=3C2(C4=CC=CC=C4C13)C1=CC=CC=C1C=1C=CC=CC12)C1=CC=CC=C1